3-oxo-4-(2,3,4-trifluorophenyl)butanoic acid O=C(CC(=O)O)CC1=C(C(=C(C=C1)F)F)F